CC1=NC(=CC(=N1)S(=O)(=O)C)N1N=CC(=N1)C(F)(F)F 2-methyl-4-(methylsulfonyl)-6-(4-(trifluoromethyl)-2H-1,2,3-triazol-2-yl)pyrimidine